C(C)(C)N1C(=NN=C1)C1=CC=CC(=N1)N1C=NC2=CC(=C(C=C2C1=O)N(S(=O)=O)CC(OC)S(=O)(=O)CCOC)C N-(3-(6-(4-isopropyl-4H-1,2,4-triazol-3-yl)pyridin-2-yl)-7-methyl-4-oxo-3,4-dihydroquinazolin-6-yl)-2-methoxy-N-((2-methoxyethyl)sulfonyl)ethyl-sulfonamide